C(C)C1(NC(N(C(C1)=O)[C@@H]1[C@H](CCC2=CC=C(C=C12)C(=O)N[C@H]1[C@](COC2=CC=CC=C12)(C)O)OC)=N)CC (3S,4S)-4-(4,4-diethyl-2-imino-6-oxo-hexahydropyrimidin-1-yl)-N-[(3S,4R)-3-hydroxy-3-methyl-chroman-4-yl]-3-methoxy-tetralin-6-carboxamide